(R)-N-((S)-1'-(1,2,4-triazin-3-yl)-1,3-dihydrospiro[inden-2,4'-piperidin]-1-yl)-2-methylpropan-2-sulfinamide N1=NC(=NC=C1)N1CCC2(CC1)[C@@H](C1=CC=CC=C1C2)N[S@](=O)C(C)(C)C